1-cyano-N-cyclopropyl-8-(4-isobutyrylpiperazin-1-yl)-3-(5-(trifluoromethyl)-1,3,4-thiadiazol-2-yl)imidazo[1,5-a]pyridine-6-sulfonamide C(#N)C=1N=C(N2C1C(=CC(=C2)S(=O)(=O)NC2CC2)N2CCN(CC2)C(C(C)C)=O)C=2SC(=NN2)C(F)(F)F